6-((3S,4R)-4-(((benzyloxy)carbonyl)amino)-3-methoxypiperidin-1-yl)-5-methylhexanoic acid C(C1=CC=CC=C1)OC(=O)N[C@H]1[C@H](CN(CC1)CC(CCCC(=O)O)C)OC